IC=1C(=C2C(=NC(=NN2C1)C=1N(C=CN1)C)O)C 6-iodo-5-methyl-2-(1-methyl-1H-imidazol-2-yl)pyrrolo[2,1-f][1,2,4]triazin-4-ol